ethyl (S)-6-(((3aR,6aS)-3,3-difluorohexahydropyrrolo[3,2-b]pyrrol-1(2H)-yl) methyl)-4-(3-fluoro-2-methylphenyl)-2-(thiazol-2-yl)-1,4-dihydropyrimidine-5-carboxylate FC1([C@H]2[C@@H](N(C1)CC1=C([C@@H](N=C(N1)C=1SC=CN1)C1=C(C(=CC=C1)F)C)C(=O)OCC)CCN2)F